C1=CC=CC=2C3=CC=CC=C3C(C12)OC(N(CC1=CC(=CC=C1)B1OC(C(O1)(C)C)(C)C)C)=O (9H-fluoren-9-yl)methyl(3-(4,4,5,5-tetramethyl-1,3,2-dioxaborolan-2-yl)benzyl)carbamate